5-cyclopropyl-6-(3-methylimidazo[4,5-c]pyridin-7-yl)-3-[4-[(1-methyl-4-piperidinyl)oxy]anilino]pyrazine-2-carboxamide C1(CC1)C=1N=C(C(=NC1C=1C2=C(C=NC1)N(C=N2)C)C(=O)N)NC2=CC=C(C=C2)OC2CCN(CC2)C